BrC1=NC=CC(=C1)NCC1=NN2C(N=CC(=C2)C2CC2)=N1 2-bromo-N-((6-cyclopropyl-[1,2,4]triazolo[1,5-a]pyrimidin-2-yl)methyl)pyridin-4-amine